C(CCCCC)C1OCC=C(C1)C 2-hexyl-4-methyl-3,6-dihydro-2H-pyran